N-((5-(5-(difluoromethyl)-1,3,4-oxadiazol-2-yl)pyridin-2-yl)methyl)-N-(2-isopropylisoindolin-5-yl)methanesulfonamide FC(C1=NN=C(O1)C=1C=CC(=NC1)CN(S(=O)(=O)C)C=1C=C2CN(CC2=CC1)C(C)C)F